3-((8-(5-Chlorobenzofuran-2-yl)-2,3-dihydro-4H-pyrido[4,3-b][1,4]thiazin-4-yl)sulfonyl)azetidine-1-carbonitrile ClC=1C=CC2=C(C=C(O2)C2=CN=CC3=C2SCCN3S(=O)(=O)C3CN(C3)C#N)C1